C(#N)C1=C(C=C(C=C1F)C(C)C)C=1CCN(CC1)C(=O)OC(C)(C)C tert-butyl 4-(2-cyano-3-fluoro-5-isopropylphenyl)-1,2,3,6-tetrahydropyridine-1-carboxylate